tert-butyl (2S,4R)-2-[[(1S)-2-amino-2-oxo-1-[[(3S)-2-oxopyrrolidin-3-yl]methyl]ethyl] carbamoyl]-4-ethoxypyrrolidine-1-carboxylate NC([C@H](C[C@H]1C(NCC1)=O)NC(=O)[C@H]1N(C[C@@H](C1)OCC)C(=O)OC(C)(C)C)=O